ClC=1N=C(C(N(C1)C1CCNCC1)=O)N1[C@@H](COCC1)C (R)-5-chloro-3-(3-methylmorpholinyl)-1-(piperidin-4-yl)pyrazin-2(1H)-one